ClC1=CC=C2CN(C(C2=C1F)=O)C(C(=O)O)C1=C(C=CC(=C1)F)OCOC 2-(6-chloro-7-fluoro-1-oxo-isoindolin-2-yl)-2-[5-fluoro-2-(methoxymethoxy)phenyl]acetic acid